4-amino-7-(7-azabicyclo[2.2.1]heptan-7-yl)-1-(4-methylthiazol-5-yl)pyrido[2,3-d]pyrimidin-2-one NC=1C2=C(N(C(N1)=O)C1=C(N=CS1)C)N=C(C=C2)N2C1CCC2CC1